C(C)(CC)OC1=CC(=C(C=C1)C(C)O)C 1-(4-(sec-butoxy)-2-methylphenyl)ethan-1-ol